deca-8-ylidene(tert-butoxy)carbohydrazide CCCCCCCC(CC)=NNC(NNOC(C)(C)C)=O